C(C1=CC=CC=C1)OC(=O)NCC(C)C1=CC(=C(C=C1)N1CC2CCC(C1)N2C(=O)OC(C)(C)C)Br tert-Butyl 3-[4-(1-[[(benzyloxy)carbonyl]amino]propan-2-yl)-2-bromophenyl]-3,8-diazabicyclo[3.2.1]octane-8-carboxylate